1,3-dimethyl-imidazole trifluoromethanesulfonate FC(S(=O)(=O)O)(F)F.CN1CN(C=C1)C